[C@@H]12N[C@@H]3CC(CC(C1)C3)(C2)C(=O)OC (1R,3S,5s,7s)-methyl 2-azaadamantane-5-carboxylate